6-amino-5-chloro-3-methyl-quinazolin-4(3H)-one NC=1C(=C2C(N(C=NC2=CC1)C)=O)Cl